(R)-2-((1-(2,7-dimethyl-1-oxo-3-(4-(2,2,2-trifluoroethyl)piperazin-1-yl)-1,2-dihydroisoquinolin-5-yl)ethyl)amino)-N-methyl-N-((2-(trimethylsilyl)ethoxy)methyl)benzenesulfonamide CN1C(C2=CC(=CC(=C2C=C1N1CCN(CC1)CC(F)(F)F)[C@@H](C)NC1=C(C=CC=C1)S(=O)(=O)N(COCC[Si](C)(C)C)C)C)=O